tert-butyl 4-(4-(4-((4-cyclopropylbenzamido) methyl)-3-fluorophenyl)-7-((2-(trimethylsilyl) ethoxy) methyl)-7H-pyrrolo[2,3-d]pyrimidin-5-yl)-3,6-dihydropyridine-1(2H)-carboxylate C1(CC1)C1=CC=C(C(=O)NCC2=C(C=C(C=C2)C=2C3=C(N=CN2)N(C=C3C=3CCN(CC3)C(=O)OC(C)(C)C)COCC[Si](C)(C)C)F)C=C1